CN1N=CC=2C(CCCC12)=O 1-methyl-1,5,6,7-tetrahydro-4H-indazol-4-one